C(C)N1N=C(C(=C1CCC)O)CC 1,3-Diethyl-4-hydroxy-5-n-propyl-pyrazol